NC1=C(C2=C(S1)C(=CC=C2C2=C(C=C1C(=NC(=NC1=C2F)N2C[C@@H](CCC2)N(C)C)N(C)[C@H](C)C=2C(=NC=CC2)N)Cl)F)C#N (R)-2-amino-4-(4-(((R)-1-(2-aminopyridin-3-yl)ethyl)(methyl)amino)-6-chloro-2-(3-(dimethylamino)-piperidin-1-yl)-8-fluoroquinazolin-7-yl)-7-fluorobenzo[b]thiophene-3-carbonitrile